(S)-2-(((4-(8-((benzyloxy)carbonyl)-3,8-diazabicyclo[3.2.1]octane-3-yl)-7-(8-Chloronaphthalen-1-yl)-5,6,7,8-tetrahydropyrido[3,4-d]pyrimidin-2-yl)oxy)methyl)pyrrolidin C(C1=CC=CC=C1)OC(=O)N1C2CN(CC1CC2)C=2C1=C(N=C(N2)OC[C@H]2NCCC2)CN(CC1)C1=CC=CC2=CC=CC(=C12)Cl